FC(C)(F)C1=CC=C(C=N1)\C=N\[S@](=O)C(C)(C)C (R,E)-N-((6-(1,1-difluoroethyl)pyridin-3-yl)methylene)-2-methylpropane-2-sulfinamide